bis(2-aminoethoxy)ethane NCCOC(C)OCCN